tert-butyl (3-(4-(2-(4-((2-chloropyrimidin-4-yl)methoxy)phenyl) propan-2-yl)phenyl)prop-2-yn-1-yl)carbamate ClC1=NC=CC(=N1)COC1=CC=C(C=C1)C(C)(C)C1=CC=C(C=C1)C#CCNC(OC(C)(C)C)=O